(R)-tert-butyl (5-oxopyrrolidin-3-yl)carbamate O=C1C[C@H](CN1)NC(OC(C)(C)C)=O